OC=1C=C(C=CC1)CC#N 3-hydroxyphenylacetonitrile